2-(2-chlorophenyl)-N-(1-(cyclopropylcarbonyl)-4-sulfamoyl-1H-indazol-6-yl)acetamide ClC1=C(C=CC=C1)CC(=O)NC1=CC(=C2C=NN(C2=C1)C(=O)C1CC1)S(N)(=O)=O